2-(6-Methylpyridin-2-yl)-1H-imidazole-4-carboxylic acid CC1=CC=CC(=N1)C=1NC=C(N1)C(=O)O